2-(3-(3,3-difluoro-1-((4-methyl-4H-1,2,4-triazol-3-yl)methyl)cyclobutyl)phenyl)-6-(((1-methylcyclopentyl)amino)methyl)-4-(trifluoromethyl)isoindolin-1-one formate C(=O)O.FC1(CC(C1)(CC1=NN=CN1C)C=1C=C(C=CC1)N1C(C2=CC(=CC(=C2C1)C(F)(F)F)CNC1(CCCC1)C)=O)F